S1C=NC2=C1C=CC(=C2)NC2=CC=NC1=CC=C(C=C21)C2=C(C=C(C=C2)C(=O)N2[C@@H]1CNC[C@H]2C1)F (4-(4-(benzo[d]thiazol-5-ylamino)quinolin-6-yl)-3-fluorophenyl)((1R,5S)-3,6-diazabicyclo[3.1.1]heptan-6-yl)methanone